2-Bromo-N,N-dimethylethan-1-amine hydrobromide Br.BrCCN(C)C